CC1=NC=CC(=C1)C1=CC=2C=NC(=CC2N1)NC(=O)C1C2CCCC12 N-(2-(2-methylpyridin-4-yl)-1H-pyrrolo[3,2-c]pyridin-6-yl)bicyclo[3.1.0]hexane-6-carboxamide